[Pt].COC1=C(C(/C=C/C2=CC=C(C=C2)O)=O)C=CC(=C1)OC 2',4'-dimethoxy-4-hydroxychalcone platinum